FC1(CCC(CC1)NC1=CC(=NC(=N1)N1N=C(C=C1)C(F)(F)F)C(C)O)F 1-(6-((4,4-difluorocyclohexyl)amino)-2-(3-(trifluoromethyl)-1H-pyrazol-1-yl)pyrimidin-4-yl)ethan-1-ol